C(C)OC(C(=CC1=C(C=CC(=C1)O[Si](C)(C)C(C)(C)C)OCC1=CC=CC=C1)OC(C)=O)=O.BrN1C(=O)N(C(=O)C1(C)C)Br 1,3-dibromo-5,5-dimethyl-hydantoin ethyl-2-acetoxy-3-(2-(benzyloxy)-5-((tert-butyldimethylsilyl)oxy)phenyl)acrylate